methyl-4-nitro-1-(oxetan-4-yl)pyrazole CC1=NN(C=C1[N+](=O)[O-])C1CCO1